C(C)(C)(C)OC(=O)N1CCN(CC1)C=1C2=CN(N=C2C(=CC1OC)C(=O)O)C 4-[4-(tert-butoxycarbonyl)piperazin-1-yl]-5-methoxy-2-methylindazole-7-carboxylic acid